C(C)(C)(C)OC(N(C(C)C=1C=NC(=NC1)C(=C)C)C[C@H](C)O)=O ((S)-2-hydroxypropyl)(1-(2-(prop-1-en-2-yl)pyrimidin-5-yl)ethyl)carbamic acid tert-butyl ester